CC(C)(C(C)(O)C)O 2,3-dimethylbutane-2,3-diol